(S)-(5-(1,5-dimethyl-1H-pyrazol-4-yl)-1,3,4-oxadiazol-2-yl)(4-(7-fluoropyrazolo[1,5-a]pyridin-2-yl)-6,7-dihydro-1H-imidazo[4,5-c]pyridin-5(4H)-yl)methanone CN1N=CC(=C1C)C1=NN=C(O1)C(=O)N1[C@@H](C2=C(CC1)NC=N2)C2=NN1C(C=CC=C1F)=C2